Benzoic acid, ((5alpha)-4,5-epoxy-3,14-dihydroxy-17-(2-propenyl)morphinan-6-ylidene)hydrazide OC=1C=CC=2C[C@@H]3[C@@]4(CCC([C@H]5[C@@]4(C2C1O5)CCN3CC=C)=NNC(C3=CC=CC=C3)=O)O